6-(bis(4-methoxybenzyl)amino)-1-(2,2,2-trifluoroethyl)-1H-imidazo[4,5-c]pyridine-2-carbonitrile COC1=CC=C(CN(C2=CC3=C(C=N2)N=C(N3CC(F)(F)F)C#N)CC3=CC=C(C=C3)OC)C=C1